1-((5-(4-fluoro-2-(1-hydroxyethyl)phenyl)-1-methyl-1H-pyrazol-4-yl)methyl)-1H-pyrazole FC1=CC(=C(C=C1)C1=C(C=NN1C)CN1N=CC=C1)C(C)O